(R)-N-((1R,5S,6s)-3-(5-(3-cyano-6-(1-methyl-1H-pyrazol-4-yl)pyrazolo[1,5-a]pyridin-4-yl)pyridin-2-yl)-3-azabicyclo[3.1.0]hexan-6-yl)-2-hydroxy-2-phenylacetamide C(#N)C=1C=NN2C1C(=CC(=C2)C=2C=NN(C2)C)C=2C=CC(=NC2)N2C[C@@H]1C([C@@H]1C2)NC([C@@H](C2=CC=CC=C2)O)=O